rac-7-bromo-4-(methoxymethyl)-2-((1S*,2S*)-2-(4-methylpyrimidin-2-yl)cyclopropyl)quinoline BrC1=CC=C2C(=CC(=NC2=C1)[C@@H]1[C@H](C1)C1=NC=CC(=N1)C)COC |r|